(1,1-dimethyl-2-sulfoethyl)acrylamide CC(CS(=O)(=O)O)(C)C(C(=O)N)=C